COC1=CC=C(CN(C2=C3NC=NC3=NC(=N2)S(=O)(=O)C)CC2=CC=C(C=C2)OC)C=C1 N,N-bis(4-methoxybenzyl)-2-(methylsulfonyl)-7H-purin-6-amine